N-(2-(4-(4-ethylpiperazine-1-yl)piperidine-1-yl)-5-((6-((R)-3-(3-fluorophenyl)isoxazolidine-2-yl)pyrimidine-4-yl)amino)-4-methoxyphenyl)acrylamide monomaleate hydrate O.C(\C=C/C(=O)O)(=O)O.C(C)N1CCN(CC1)C1CCN(CC1)C1=C(C=C(C(=C1)OC)NC1=NC=NC(=C1)N1OCC[C@@H]1C1=CC(=CC=C1)F)NC(C=C)=O